2-chloro-7-methyl-1,8-naphthyridine ClC1=NC2=NC(=CC=C2C=C1)C